NC1=NC=CC=C1C1=NC=2C(=NC(=CC2)N2N=CC=C2)N1C=1C=C2CC[C@@H](C2=CC1)N1C=CC(C=C1)=O (S)-1-(5-(2-(2-aminopyridin-3-yl)-5-(1H-pyrazol-1-yl)-3H-imidazo[4,5-b]pyridin-3-yl)-2,3-dihydro-1H-inden-1-yl)pyridin-4(1H)-one